OC[C@@H]1N(CCC1)C1CCC2=C(CC1)C=C(C=C2)C=2C=C1C(=NC2)NN=C1C1=CC2=C(C(NS2(=O)=O)(C)C)C=C1 6-(5-{7-[(2R)-2-(Hydroxymethyl)pyrrolidin-1-yl]-6,7,8,9-tetrahydro-5H-benzo[7]annulen-2-yl}-1H-pyrazolo[3,4-b]pyridin-3-yl)-3,3-dimethyl-2,3-dihydro-1λ6,2-benzothiazole-1,1-dione